C(#CCC)O butynylalcohol